Methyl (5-bromoisoquinolin-1-yl)carbamate BrC1=C2C=CN=C(C2=CC=C1)NC(OC)=O